1,2-difluoroethene FC=CF